ethyl-2-(2-hydroxyphenyl)imidazole C(C)C=1N=C(NC1)C1=C(C=CC=C1)O